C1=CC(=CC=C1CCN)F P-fluorophenethylamine